C(=CC)N1CCN(CC1)C=1C2=C(N(C(N1)=O)CC1CC1)N=C(C(=C2)Cl)C2=C(C=CC=C2F)O[Si](C2=CC=CC=C2)(C2=CC=CC=C2)C(C)(C)C 4-(4-propenylpiperazin-1-yl)-7-(2-((tert-butyldiphenylsilyl)oxy)-6-fluorophenyl)-6-chloro-1-(cyclopropylmethyl)pyrido[2,3-d]Pyrimidine-2(1H)-one